C(C=1C(C(=O)[O-])=CC=CC1)(=O)OCCCC(CC)CC 4-ethylhexyl phthalate